4-([1,4'-bipiperidin]-4-ylethynyl)-2-(2,6-dioxopiperidin-3-yl)isoindoline-1,3-dione N1(CCC(CC1)C#CC1=C2C(N(C(C2=CC=C1)=O)C1C(NC(CC1)=O)=O)=O)C1CCNCC1